methyl (3R,4S)-1-((R)-3-cyclohexyl-2-(cyclohexylamino)propanoyl)-4-(5-methylthiazole-2-carboxamido)piperidine-3-carboxylate C1(CCCCC1)C[C@H](C(=O)N1C[C@H]([C@H](CC1)NC(=O)C=1SC(=CN1)C)C(=O)OC)NC1CCCCC1